C(C)[Si](CC)(CC)NC(CN(CCCC)CCCC)(C)C (triethylsilyl)(2-dibutylamino-1,1-dimethylethyl)amine